F\C=C(\CNC(OC(C)(C)C)=O)/COC1=CC2=C(N=C(O2)N[C@H](C(=O)NC)CC2=CC=CC=C2)C=C1 tert-butyl (S,Z)-(3-fluoro-2-(((2-((1-(methylamino)-1-oxo-3-phenylpropan-2-yl)amino)benzo[d]oxazol-6-yl)oxy)methyl)allyl)carbamate